N-[4-[4-[[2-(4-chlorophenyl)-4,4-dimethylcyclohexen-1-yl]methyl]piperazin-1-yl]-2-(1H-pyrrolo[2,3-b]pyridin-5-yloxy)phenyl]sulfonylthieno[2,3-b]pyridine-6-carboxamide ClC1=CC=C(C=C1)C1=C(CCC(C1)(C)C)CN1CCN(CC1)C1=CC(=C(C=C1)S(=O)(=O)NC(=O)C1=CC=C2C(=N1)SC=C2)OC=2C=C1C(=NC2)NC=C1